C(#N)C=1C2=C(N(N=C2C=C(C1)C=1C=NN(C1)CC(C)C)C)C1=CC(=C(C(=O)N)C(=C1)OC)OC(F)F 4-[4-cyano-2-methyl-6-[1-(2-methylpropyl)pyrazol-4-yl]indazol-3-yl]-2-(difluoromethoxy)-6-methoxybenzamide